3-phenyl-2-[4-(10-phenylanthracen-9-yl)phenyl]-1-benzofuran C1(=CC=CC=C1)C1=C(OC2=C1C=CC=C2)C2=CC=C(C=C2)C=2C1=CC=CC=C1C(=C1C=CC=CC21)C2=CC=CC=C2